(4aS*,7aR*)-benzyl 6-(3-((4-methoxybenzyl)oxy)-2,2-dimethyl-3-oxopropyl)hexahydropyrrolo[3,4-b][1,4]oxazine-4(4aH)-carboxylate COC1=CC=C(COC(C(CN2C[C@H]3OCCN([C@H]3C2)C(=O)OCC2=CC=CC=C2)(C)C)=O)C=C1 |o1:13,18|